(R)-(-)-methyl 2-[6-(tert-butoxycarbonylamino)hexanamido]-2-phenylacetate C(C)(C)(C)OC(=O)NCCCCCC(=O)N[C@@H](C(=O)OC)C1=CC=CC=C1